(E)-3-(2-fluoro-6-(trifluoromethyl)styryl)azetidine FC1=C(/C=C/C2CNC2)C(=CC=C1)C(F)(F)F